COC(=O)C=1C(N(C2=CC(=CC=C2C1N)C(F)(F)F)C1=C2CCOCC2=CC=C1)=O 4-Amino-1-(3,4-dihydro-1H-isochromen-5-yl)-2-oxo-7-(trifluoromethyl)-1,2-dihydroquinoline-3-carboxylic acid methyl ester